ethyl (S)-3-aminobutyrate N[C@H](CC(=O)OCC)C